C(=O)(O)C1=CC=C(OC2=CC=C(C=C2)C2(C3=CC=CC=C3C=3C=CC=CC23)C2=CC=C(C=C2)OC2=CC=C(C=C2)C(=O)O)C=C1 9,9-bis[4-(4-carboxyphenoxy)phenyl]fluorene